(E)-5-(3-(5,6-dimethylpyridin-3-yl)acryloyl)-4-methylthieno[2,3-b]pyridin-6(7H)-one CC=1C=C(C=NC1C)/C=C/C(=O)C1=C(C2=C(NC1=O)SC=C2)C